4-quinolyl-boronic acid N1=CC=C(C2=CC=CC=C12)B(O)O